NC1=NC=2C(=CC=CC2C=2N1N=C(N2)C2C(C2)C2=CC=C1CNC(C1=C2)=O)OC 6-[2-(5-amino-7-methoxy[1,2,4]triazolo[1,5-c]quinazolin-2-yl)cyclopropyl]-2,3-dihydro-1H-isoindol-1-one